C(C)(C)(C)OC(=O)N1CCC(CC1)C=1C=NC=C(C1)OC 4-(5-methoxypyridin-3-yl)piperidine-1-carboxylic acid tert-butyl ester